FC1=C(C=CC(=C1)C1=CC(=NN1)NC1=CC=C(C=C1)O)O 2-fluoro-4-(3-((4-hydroxyphenyl)amino)-1H-pyrazol-5-yl)phenol